4-((S)-3-amino-3-methylpyrrolidin-1-yl)-N-((S)-1-cyclopropylethyl)-5-(3,5-difluorophenyl)-6-(2,2,2-trifluoroethoxy)nicotinamide N[C@@]1(CN(CC1)C1=C(C(=NC=C1C(=O)N[C@@H](C)C1CC1)OCC(F)(F)F)C1=CC(=CC(=C1)F)F)C